ClC1=CC2=C(N=C3N2[C@H]2C4=C(C(N([C@@H]3C2)C([2H])([2H])[2H])=O)C=CC=C4C#CC[Si](C)(C)C)C=C1F (7R,14R)-11-chloro-10-fluoro-6-(methyl-d3)-1-(3-(trimethylsilyl)prop-1-yn-1-yl)-6,7-dihydro-7,14-methanobenzo[f]benzo[4,5]imidazo[1,2-a][1,4]diazocin-5(14H)-one